BrC(C(=O)C1=CC(=C(C=C1)CC)OC)CC(C)C 2-bromo-1-(4-ethyl-3-methoxyphenyl)-4-methylpentan-1-one